3-bromo-4,4-diphenylbut-3-en BrC(CC)=C(C1=CC=CC=C1)C1=CC=CC=C1